C(C)(C)(C)OC(=O)N\C(=N/C(=O)OC(C)(C)C)\NC=1C=CC(=C2C=COC21)C(=O)OC=2C=1N(C(=CC2)CC(=O)OC(C)(C)C)N=CN1 5-[2-(tert-butoxy)-2-oxoethyl]-[1,2,4]triazolo[1,5-a]pyridin-8-yl 7-{[(1Z)-{[(tert-butoxy)carbonyl]amino}({[(tert-butoxy)carbonyl] imino}) methyl]amino}-1-benzofuran-4-carboxylate